(tert-butyl)-5-chlorobenzene C(C)(C)(C)C1=CC=CC(=C1)Cl